fluoro methyl-butyl ether CC(CCC)OF